C(C1=CC=CC=C1)OC1=NC(=CC=C1C1=NN(C2=C(C(=C(C=C12)F)C=1CCN(CC1)C(=O)[C@@H]1[C@@H](CN(CC1)C(=O)OC(C)(C)C)C)F)C)OCC1=CC=CC=C1 cis-tert-butyl 4-[4-[3-(2,6-dibenzyloxy-3-pyridyl)-5,7-difluoro-1-methyl-indazol-6-yl]-3,6-dihydro-2H-pyridine-1-carbonyl]-3-methyl-piperidine-1-carboxylate